CC1(C2=CC=CC=C2C=2C=CC=C(C12)C1=CC=C(C=C1)N(C1=C(C=CC=C1)B(O)O)C1=CC=CC=C1)C (2-((4-(9,9-dimethyl-9H-fluoren-1-yl)phenyl)(phenyl)amino)phenyl)boronic acid